ClC1=NN(C=C1[N+](=O)[O-])C(CO)(CO)C 2-(3-chloro-4-nitro-1H-pyrazol-1-yl)-2-methylpropan-1,3-diol